2-((1-methyl-1H-indol-3-yl)amino)butanoic acid CN1C=C(C2=CC=CC=C12)NC(C(=O)O)CC